O=S1(CCC12CN(C2)CCOC2=CC=C(C=C2)CC(=O)O)=O 2-[4-[2-(1,1-dioxo-1λ^{6}-thia-6-azaspiro[3.3]heptan-6-yl)ethoxy]phenyl]acetic acid